((2-chloropyridin-3-yl)methyl)glycinate ClC1=NC=CC=C1CNCC(=O)[O-]